C1(CCCC=C1)C1=CC=CC=C1 tetrahydro-[1,1'-biphenyl]